4-Ethyl-1H-pyrazole-5-carboxylic acid methyl ester COC(=O)C1=C(C=NN1)CC